O=C1NC(=NO1)C(=O)[O-] 5-Oxo-4H-1,2,4-oxadiazole-3-carboxylate